methyl 1-methyl-5-(2-methyl-3-oxo-1-{[2-(trimethylsilyl) ethoxy] methyl} pyrazol-4-yl)-6-oxopyridine-3-carboxylate CN1C=C(C=C(C1=O)C=1C(N(N(C1)COCC[Si](C)(C)C)C)=O)C(=O)OC